2-methyl-5-[5-[[4-(2-phenylethoxy)phenyl]carbamoyl]pyridazin-3-yl]pyridine-3-carboxylic acid CC1=NC=C(C=C1C(=O)O)C=1N=NC=C(C1)C(NC1=CC=C(C=C1)OCCC1=CC=CC=C1)=O